CC1(OCC(CO1)(C)CNC(OCC1=C(C=C(C(=C1)OC)OC)[N+](=O)[O-])=O)C 4,5-dimethoxy-2-nitrobenzyl ((2,2,5-trimethyl-1,3-dioxan-5-yl)methyl)carbamate